FC1=C(C=CC(=C1F)CCCCCCC)B(O)O 2,3-DIFLUORO-4-HEPTYLPHENYL-BORONIC ACID